6-oxo-octahydropyrrolo[1,2-a][1,5]diazocine-3-carboxylic acid methyl ester COC(=O)N1CCC2N(C(CC1)=O)CCC2